N4-decanoylcytidine triphosphate P(O)(=O)(OP(=O)(O)OP(=O)(O)O)OC[C@@H]1[C@H]([C@H]([C@@H](O1)N1C(=O)N=C(NC(CCCCCCCCC)=O)C=C1)O)O